C(CC)C=1CCOC1 (R)-4-propyl-dihydrofuran